ClC1=CC(=NC(=N1)N1CCOCC1)N1CCOCC1 4,4'-(6-chloropyrimidine-2,4-diyl)dimorpholine